4-(maleimidomethyl)-cyclohexanecarboxylic acid C1(C=CC(N1CC1CCC(CC1)C(=O)O)=O)=O